(1r,4r)-4-(3-chloroanilino)-2'-(3-methyl-2-{[(thieno[3,2-b]pyridin-7-yl)oxy]methyl}butyl)-2',3'-dihydrospiro[cyclohexane-1,1'-indene]-4-carboxylic acid ClC=1C=C(NC2(CCC3(C(CC4=CC=CC=C34)CC(C(C)C)COC3=C4C(=NC=C3)C=CS4)CC2)C(=O)O)C=CC1